ClC1=CC=CC=2N=C(OC21)C2=CN=C(C=C2C(=O)O)N2C1=C(OCCC2)C=CC(=C1)F 5-(7-chlorobenzo[d]oxazol-2-yl)-2-(7-fluoro-3,4-dihydro-benzo[b][1,4]oxazepine-5(2H)-yl)isonicotinic acid